bis(2,3-dimercaptopropyl) ether SC(COCC(CS)S)CS